2-(6-(1,4-dimethyl-1H-1,2,3-triazol-5-yl)-1-methyl-4-(4,4,4-trifluoro-1-(oxazol-4-yl)butyl)-1,4-dihydropyrazolo[3',4':4,5]Pyrrolo[3,2-b]Pyridin-3-yl)propan-2-ol CN1N=NC(=C1C=1C=C2C(=NC1)C1=C(N2C(CCC(F)(F)F)C=2N=COC2)C(=NN1C)C(C)(C)O)C